4-(((4-(2-(2-aminopyridin-3-yl)-5-phenyl-3H-imidazo[4,5-b]pyridin-3-yl)phenethyl)amino)methyl)-3-fluoro-2-hydroxybenzaldehyde NC1=NC=CC=C1C1=NC=2C(=NC(=CC2)C2=CC=CC=C2)N1C1=CC=C(CCNCC2=C(C(=C(C=O)C=C2)O)F)C=C1